naphthyl(m-trifluoromethyl-phenyl)methylene(cyclopentadienyl)(3,6-di-tert-butylfluorenyl)zirconium dichloride [Cl-].[Cl-].C1(=CC=CC2=CC=CC=C12)C(=[Zr+2](C1=CC(=CC=2C3=CC(=CC=C3CC12)C(C)(C)C)C(C)(C)C)C1C=CC=C1)C1=CC(=CC=C1)C(F)(F)F